trans-4'-ethyl-4-(3,4,5-trifluorophenyl)bicyclohexyl C(C)C1CCC(CC1)C1CCC(CC1)C1=CC(=C(C(=C1)F)F)F